tert-butyl (3-aminophenyl)(methyl)carbamate NC=1C=C(C=CC1)N(C(OC(C)(C)C)=O)C